4-(N-CYCLOHEXYLSULPHONAMIDO)BENZENEBORONIC ACID B(C1=CC=C(C=C1)S(=O)(=O)NC2CCCCC2)(O)O